ClC1=CC=C(C(=N1)C(=O)NS(=O)(=O)C)N[C@H](C)C=1C=C(C=C2C(N(C(=NC12)N1CCN(CC1)C1=NC=C(N=C1)C)C)=O)C (R)-6-chloro-3-((1-(3,6-dimethyl-2-(4-(5-methylpyrazin-2-yl)piperazin-1-yl)-4-oxo-3,4-dihydroquinazolin-8-yl)ethyl)amino)-N-(methylsulfonyl)picolinamide